tert-butyl (5-(4-(4-(2-amino-4-(difluoromethyl) pyrimidin-5-yl)-6-morpholino-1,3,5-triazin-2-yl)piperazin-1-yl)-5-oxopentyl)carbamate NC1=NC=C(C(=N1)C(F)F)C1=NC(=NC(=N1)N1CCOCC1)N1CCN(CC1)C(CCCCNC(OC(C)(C)C)=O)=O